trimethylsilyl-valerolactam C[Si](C)(C)C1C(=O)NCCC1